n-methylaminopropylmethyldimethoxysilane CNCCC[Si](OC)(OC)C